ClC=1C(=CC(=C(C1)N1CCN(CC1)C(=O)OC(C)(C)C)F)[N+](=O)[O-] tert-butyl 4-(5-chloro-2-fluoro-4-nitrophenyl)piperazine-1-carboxylate